C1(CC1)N1C(=NN=C1)C1=CC=CC(=N1)N1C(C2=CC(=CC=C2C1)C=1N=NC(=CC1)C1CC1)=O 2-(6-(4-cyclopropyl-4H-1,2,4-triazol-3-yl)pyridin-2-yl)-6-(6-cyclopropylpyridazin-3-yl)isoindolin-1-one